C1(=CC=C(C=C1)OC(C=C)=O)C p-Tolylacrylat